FC=1C(=CC=C2C=NNC12)/C=C/C(=O)OC methyl (2E)-3-(7-fluoro-1H-indazol-6-yl)prop-2-enoate